The molecule is a racemate composed of equimolar concentrations of (S)- and (R)-atropine. It is obtained from deadly nightshade (Atropa belladonna) and other plants of the family Solanaceae. It has a role as a muscarinic antagonist, an anaesthesia adjuvant, an anti-arrhythmia drug, a mydriatic agent, a parasympatholytic, a bronchodilator agent, a plant metabolite, an antidote to sarin poisoning and a oneirogen. It contains a (S)-atropine and a (R)-atropine. CN1[C@@H]2CC[C@H]1CC(C2)OC(=O)C(CO)C3=CC=CC=C3